(2S,4S)-1-[2-[4-[(6-chloro-4-quinolyl)amino]-1-piperidyl]acetyl]-4-fluoro-pyrrolidine-2-carbonitrile ClC=1C=C2C(=CC=NC2=CC1)NC1CCN(CC1)CC(=O)N1[C@@H](C[C@@H](C1)F)C#N